FC(C1=C(C=NN1C1=CC=CC=C1)C1=NNC(O1)=O)(F)F (5-trifluoromethyl-1-phenyl-1H-pyrazol-4-yl)-1,3,4-oxadiazol-2-one